COC1=C(C(=O)NC=2OC(=NN2)C=2SC=CC2)C=CC(=C1)OCC=O 2-methoxy-4-(2-oxoethoxy)-N-(5-(thiophen-2-yl)-1,3,4-oxadiazol-2-yl)benzamide